C(C=C)(=O)OC1=CC=C(C=C1)C1=CC=C(C=C1)C(=O)O 4'-(acryloyloxy)-[1,1'-biphenyl]-4-carboxylic acid